CC1(OB(OC1(C)C)C=1C=C(C(=O)ON2C(CCC2=O)=O)C=C(C1)S(=O)(=O)C1=CC(=CC(=C1)C(F)(F)F)B1OC(C(O1)(C)C)(C)C)C 2,5-dioxopyrrolidin-1-yl 3-(4,4,5,5-tetramethyl-1,3,2-dioxaborolan-2-yl)-5-((3-(4,4,5,5-tetramethyl-1,3,2-dioxaborolan-2-yl)-5-(trifluoromethyl)phenyl)sulfonyl)benzoate